FC1=C(C(=CC=C1)C)C1CCC(CC1)C1=CC=2C(=NC(=CN2)C)N(C1=O)CC1=NC=CC=C1C(F)(F)F 7-(4-(2-fluoro-6-methylphenyl)cyclohexyl)-3-methyl-5-((3-(trifluoromethyl)pyridin-2-yl)methyl)pyrido[2,3-b]pyrazin-6(5H)-one